1,2,4-triazole bromide [Br-].N1N=CN=C1